4-(6-hydroxypyrimidin-4-yl)-9-methyl-3,4,7,15-tetraazatricyclo[12.3.1.02,6]Octadeca-1(18),2,5,14,16-pentaen-8-one OC1=CC(=NC=N1)N1N=C2C=3C=CN=C(CCCCC(C(NC2=C1)=O)C)C3